C1(CC1)[S@@](=O)(C1=CC=C(C=C1)OC1=CC=NC2=CC(=CC=C12)OC)=N (R)-cyclopropyl(imino)(4-((7-methoxyquinolin-4-yl)oxy)phenyl)-λ6-sulfanone